ClC1=CNC2=C(C=CC=C12)NS(=O)(=O)C=1C=NN(C1)C1=NC=C(C=C1)C(F)(F)F N-(3-Chloro-1H-indol-7-yl)-1-[5-(trifluoromethyl)-2-pyridyl]pyrazol-4-sulfonamid